(3,5-Difluoro-4-((2-(trifluoromethyl)quinolin-7-yl)oxy)phenyl)methanol FC=1C=C(C=C(C1OC1=CC=C2C=CC(=NC2=C1)C(F)(F)F)F)CO